[Ag](C#N)C#N silver (II) cyanide